The molecule is an organic sodium salt having D-gluconate as the counterion. It has a role as a chelator. It contains a D-gluconate. C([C@H]([C@H]([C@@H]([C@H](C(=O)[O-])O)O)O)O)O.[Na+]